C(C=CSSSSC=CC(=O)[O-])(=O)[O-] tetrathiodiacrylate